1,2,3,5-tetrakis(mercaptoethyl)benzene SCCC1=C(C(=CC(=C1)CCS)CCS)CCS